Ethyl 12-chloro-9-(2-fluorophenyl)-2,3,8-triazatricyclo[8.4.0.02,6]tetradeca-1(10),3,5,8,11,13-hexaene-5-carboxylate ClC1=CC=2C(=NCC3=C(C=NN3C2C=C1)C(=O)OCC)C1=C(C=CC=C1)F